BrC=1C=CC=2N(C1)C1=C(N2)C=CC=C1O 2-Bromobenzo[4,5]imidazo[1,2-a]pyridin-9-ol